4-amino-2-(4-(tert-butyl)-3-hydroxyphenyl)-6-(4-fluorophenyl)-5-(piperidin-1-yl)pyridazin-3(2H)-one NC=1C(N(N=C(C1N1CCCCC1)C1=CC=C(C=C1)F)C1=CC(=C(C=C1)C(C)(C)C)O)=O